[Cl-].[Cl-].[N+](=O)([O-])C1=C(C=CC(=C1)[N+](=O)[O-])C=1C(=NC=CC1C1=CC=NC=C1)C1=C(C=C(C=C1)[N+](=O)[O-])[N+](=O)[O-] di(2,4-dinitrophenyl)-4,4'-bipyridine dichloride